(R)-7,7-dimethyl-1,2,3,4,4a,5,6,7-octahydronaphtho[1,8-cd]azepine CC1(C=2C=CC=C3CNCC[C@H](C32)CC1)C